C12CN(CC(N1)C2)C(=O)C2=CC(=C(C=C2)C=2N(C1=NC=NC(=C1N2)OC2(CC2)C)CC2=NC=CC(=C2)C)Cl (3,6-diazabicyclo[3.1.1]heptan-3-yl)(3-chloro-4-(6-(1-methylcyclopropoxy)-9-((4-methylpyridin-2-yl)methyl)-9H-purin-8-yl)phenyl)methanone